Methyl 2-(7-Isopropyl-4-(1-((Methylsulfonyl)Oxy)Ethyl)-1-Oxopyrrolo[1,2-d][1,2,4]Triazin-2(1H)-yl)Acetate C(C)(C)C=1C=C2N(C(=NN(C2=O)CC(=O)OC)C(C)OS(=O)(=O)C)C1